C1=C(C=CC=2C3=CC=CC=C3C=CC12)C=1C(=C(SC1)C=1SC=CC1)C1=CC=2C=CC3=CC=CC=C3C2C=C1 bis(2-phenanthryl)-2,2'-bithiophene